diphenylbenzene-1,3-diamine C1(=CC=CC=C1)C1=CC(=C(C=C1N)N)C1=CC=CC=C1